3-phenyl-2-(m-tolyl)-3,4-dihydro-isoquinolin-1(2H)-one C1(=CC=CC=C1)C1N(C(C2=CC=CC=C2C1)=O)C=1C=C(C=CC1)C